N-[2-(5-bromopyridin-2-yl)-5-(2,6-difluoro-4-methoxyphenyl)-1-methyl-3-oxo-2,3-dihydro-1H-pyrazol-4-yl]-4-(difluoromethoxy)benzamide BrC=1C=CC(=NC1)N1N(C(=C(C1=O)NC(C1=CC=C(C=C1)OC(F)F)=O)C1=C(C=C(C=C1F)OC)F)C